(S)-2-(8-chloro-2-(3-hydroxybenzyl)-1-oxo-2,3,5,6-tetrahydro-1H-pyrrolo[3,2,1-ij]quinazolin-7-carboxamido)-3-(3-(methylsulfonyl)phenyl)propanoic acid ClC1=CC=2C(N(CN3C2C(=C1C(=O)N[C@H](C(=O)O)CC1=CC(=CC=C1)S(=O)(=O)C)CC3)CC3=CC(=CC=C3)O)=O